N-ethyl-5-fluoro-2-[6-(3-fluoro-1-{[(1s,4s)-4-amino-1-hydroxycyclohexyl]methyl}pyrrolidin-3-yl)-1-methyl-1H-indazol-4-yl]-N-(isopropyl)benzamide C(C)N(C(C1=C(C=CC(=C1)F)C1=C2C=NN(C2=CC(=C1)C1(CN(CC1)CC1(CCC(CC1)N)O)F)C)=O)C(C)C